FC(S(=O)(=O)OC=1N=C(SC1C1=NC(=NC=C1)NC1CCN(CC1)S(=O)(=O)C)C(C)(C)C)(F)F 2-(tert-Butyl)-5-(2-((1-(methylsulfonyl)piperidin-4-yl)amino)pyrimidin-4-yl)thiazol-4-yl trifluoromethanesulfonate